F[B-](F)(F)F.CC=1C=NC=C(C1)C=C(C)C 3-methyl-5-(2-methylpropenyl)pyridine tetrafluoroborate